6-(2-(2-chloro-4-((5-cyclopropyl-3-(2,6-dichlorophenyl)isoxazol-4-yl)methoxy)phenyl)cyclopropyl)-1-isopropyl-1H-indazole-3-carboxylic acid ClC1=C(C=CC(=C1)OCC=1C(=NOC1C1CC1)C1=C(C=CC=C1Cl)Cl)C1C(C1)C1=CC=C2C(=NN(C2=C1)C(C)C)C(=O)O